The molecule is a triterpenoid that consists of hop-21-ene carrying an additional methyl substituent at the 2beta-position. It derives from a hop-21(22)-ene. C[C@H]1C[C@@]2([C@H]3CC[C@@H]4[C@]5(CCC(=C(C)C)[C@@H]5CC[C@]4([C@@]3(CC[C@H]2C(C1)(C)C)C)C)C)C